C(C)(C)(C)[Pd-3](PC1=CC=C(C=C1)N(C)C)(C(C)(C)C)(Cl)Cl di-tert-butyl-(4-dimethylaminophenyl)phosphinopalladium(II) dichloride